C(C)N1C[C@@H]2[C@H](C1)CN(C2)C=2C=CC=1N(C(C=C(N1)C1=CC(=C(C=C1)OC)F)=O)C2 7-[(3aR,6aS)-5-ethyl-hexahydropyrrolo[3,4-c]pyrrol-2(1H)-yl]-2-(3-fluoro-4-methoxyphenyl)-4H-pyrido[1,2-a]pyrimidin-4-one